pentaerythritol mono-tetradecanoate C(CCCCCCCCCCCCC)(=O)OCC(CO)(CO)CO